C(=O)(OCC1C2=CC=CC=C2C2=CC=CC=C12)N1CC[C@H](C1)F (2S,4R)-Fmoc-4-fluoro-pyrrolidine